4,5-Dicyano-2-trifluoromethyl-imidazole lithium salt [Li].C(#N)C=1N=C(NC1C#N)C(F)(F)F